CC1=C(C(=CC(=C1)C)C)S(=O)(=O)ON1C(C=2C(C1=O)=CC=CC2)=O N-(2,4,6-trimethylphenyl)sulfonyloxyphthalimide